OC1=CCCCC1 hydroxycyclohexen